3-iodo-6,7-dihydro-5H-pyrrolo[1,2-C]imidazole IC1=NC=C2N1CCC2